COC1=C(CN=C=NC2=C(C#N)C=C(C(=C2)C)F)C=CC(=C1)OC 2-((((2,4-dimethoxybenzyl)imino)methylene)amino)-5-fluoro-4-methylbenzonitrile